3-Methoxy-2-methyl-prop-1-ene COCC(=C)C